C(C)(C)(C)C1=NC(=CC(=N1)C(C)(C)C)C(C)(C)C 2,4,6-tri-tert-butyl-pyrimidine